5-((3-(8-bromo-3-(2,2,2-trifluoroethyl)indolizin-2-yl)prop-2-yn-1-yl)amino)-N-((cyclopropylmethyl)sulfonyl)-6-(methoxy-d3)pyridine-2-carboxamide BrC1=CC=CN2C(=C(C=C12)C#CCNC=1C=CC(=NC1OC([2H])([2H])[2H])C(=O)NS(=O)(=O)CC1CC1)CC(F)(F)F